C(O)(O)=O.CC=CCCCCCCCCC 2-dodecene carbonate